6-(2-fluorobenzyl)-5-oxo-1,4,5,6-tetrahydropyrido[3,4-C][1,8]naphthyridine-3(2H)-carboxylic acid tert-butyl ester C(C)(C)(C)OC(=O)N1CC=2C(N(C=3N=CC=CC3C2CC1)CC1=C(C=CC=C1)F)=O